C1(CC1)OC=1C(=CC(=C(C(=O)OCC)C1)C(Br)Br)[N+](=O)[O-] ethyl 5-cyclopropoxy-2-(dibromomethyl)-4-nitrobenzoate